(1R,2S,3R,5R)-3-[5-(1-methanesulfonylpyrazol-3-yl)pyrrolo[2,3-d]pyrimidin-7-yl]-5-[({3-[(2-phenylethyl)amino]propyl}amino)methyl]cyclopentane-1,2-diol CS(=O)(=O)N1N=C(C=C1)C1=CN(C=2N=CN=CC21)[C@H]2[C@@H]([C@@H]([C@H](C2)CNCCCNCCC2=CC=CC=C2)O)O